CC(CCCC)C(=O)[O-] hexane-2-carboxylate